CC1(C(=O)NC(C1C)=O)C α,α-dimethyl-β-methylsuccinimide